C(C(=O)O)NC(=O)C(=O)O The molecule is an amino dicarboxylic acid that is iminodiacetic acid with an oxo substituent. It is used as an inhibitor of alpha-ketoglutarate dependent (EC 1.14.11.*) enzymes. It has a role as an EC 1.14.11.* (oxidoreductase acting on paired donors, 2-oxoglutarate as one donor, incorporating 1 atom each of oxygen into both donors) inhibitor. It is an amino dicarboxylic acid and a N-acylglycine.